N-(2-chloro-3-(3-chloro-2-(4-formyl-3-methoxyphenyl)pyridin-4-yl)phenyl)-1,3-dimethyl-2,4-dioxo-1,2,3,4-tetrahydropyrimidine-5-carboxamide ClC1=C(C=CC=C1C1=C(C(=NC=C1)C1=CC(=C(C=C1)C=O)OC)Cl)NC(=O)C=1C(N(C(N(C1)C)=O)C)=O